methyl 1-(4-(N,N-bis(4-methoxybenzyl) sulfamoyl)-3-fluorobenzyl)-2-(cyclopropylmethyl)-5-(4-fluorophenyl)-1H-pyrrole-3-carboxylate COC1=CC=C(CN(S(=O)(=O)C2=C(C=C(CN3C(=C(C=C3C3=CC=C(C=C3)F)C(=O)OC)CC3CC3)C=C2)F)CC2=CC=C(C=C2)OC)C=C1